N-ethyl-5-(3-methoxyphenyl)-2-(4-(trifluoromethyl)phenyl)oxazole-4-carboxamide C(C)NC(=O)C=1N=C(OC1C1=CC(=CC=C1)OC)C1=CC=C(C=C1)C(F)(F)F